((1S,4R,6R)-6-((5-chloropyridin-2-yl)amino)-2-azabicyclo[2.2.2]oct-2-yl)(5-methyl-3-(pyrimidin-2-yl)pyridin-2-yl)methanone ClC=1C=CC(=NC1)N[C@@H]1C[C@@H]2CN([C@H]1CC2)C(=O)C2=NC=C(C=C2C2=NC=CC=N2)C